N[C@@H]1[C@@H](OCC12CCN(CC2)C=2N(C(C1=C(N2)NC=C1C1=C(C2=CN(N=C2C=C1)C)Cl)=O)C)C 2-((3S,4S)-4-amino-3-methyl-2-oxa-8-azaspiro[4.5]decan-8-yl)-5-(4-chloro-2-methyl-2H-indazol-5-yl)-3-methyl-3,7-dihydro-4H-pyrrolo[2,3-d]pyrimidin-4-one